5-(3-(6-((1-methyl-7-(trifluoromethyl)-1H-indazol-6-yl)methyl)-2-azaspiro[3.3]heptan-2-yl)propyl)pyridazin-3(2H)-one CN1N=CC2=CC=C(C(=C12)C(F)(F)F)CC1CC2(CN(C2)CCCC2=CC(NN=C2)=O)C1